NC1=NC=C(C2=C1C(=C(N2C)C2=CC=C(C=C2)NC(C(=C)F)=O)C2=CC(=C(C(=O)NCC(F)(F)F)C=C2)Cl)C#CC(=O)N2CCOCCC2 4-(4-amino-2-{4-[(2-fluoro-1-oxoprop-2-enyl)amino]phenyl}-1-methyl-7-[3-(1,4-oxazepan-4-yl)-3-oxoprop-1-ynyl]pyrrolo[3,2-c]pyridin-3-yl)-2-chloro-N-(2,2,2-trifluoroethyl)benzamide